CC1=NC=2C=CN(C(C2C=C1C(=O)NCC1=NC=CC=C1)=O)CC=1C=NN(C1)C 2-methyl-6-((1-methyl-1H-pyrazol-4-yl)methyl)-5-oxo-N-(pyridin-2-ylmethyl)-5,6-dihydro-1,6-naphthyridine-3-carboxamide